B1(OC(=O)CN(CC(=O)O1)C)C2=CC=CC=N2 2-pyridylboronic acid MIDA ester